O1N[C@H](CC1)CC=1C=C(N(C)C)C=CC1 (S)-3-(isoxazolidin-3-ylmethyl)-N,N-dimethylaniline